NCC=1C=CC=C2C3=C(COC12)C=CC(=C3)COC3=C(C=CC(=C3)C#N)CC(=O)O 2-(2-((4-(aminomethyl)-6H-benzo(c)chromen-9-yl)methoxy)-4-cyanophenyl)acetic acid